3-(1-(2-chloroacetyl)-3-methylazetidin-3-yl)-1-(cyclopropylmethyl)-N-(1-methylcyclopropyl)-2,4-dioxo-1,2,3,4-tetrahydroquinazoline-6-sulfonamide ClCC(=O)N1CC(C1)(C)N1C(N(C2=CC=C(C=C2C1=O)S(=O)(=O)NC1(CC1)C)CC1CC1)=O